C(=CC1=CC=CC=C1)S(=O)(=O)[O-].[Ba+2].C(=CC1=CC=CC=C1)S(=O)(=O)[O-] barium styrenesulfonate